p-bromo-1-hydroxy-3-phenyl-2-propanone BrC1=CC=C(C=C1)CC(CO)=O